8-nitrooxy-2,6-dioxabicyclo[3.3.0]octan-4-ol [N+](=O)([O-])OC1COC2C(COC12)O